tert-butyl (2-((tert-butyldimethylsilyl)oxy)ethyl)carbamate [Si](C)(C)(C(C)(C)C)OCCNC(OC(C)(C)C)=O